Cl.N1CC(CC1)CC(=O)O 3-pyrrolidineacetic acid hydrochloride